tert-butyl (3R)-3-[[6-[(4-methoxyphenyl)methoxy]-3-pyridyl]amino]piperidine-1-carboxylate COC1=CC=C(C=C1)COC1=CC=C(C=N1)N[C@H]1CN(CCC1)C(=O)OC(C)(C)C